FC1=C(C(=CC=C1C1=CNC=C1)O)N1CC(NS1(=O)=O)=O 5-(2-fluoro-6-hydroxy-3-(1H-pyrrol-3-yl)phenyl)-1,2,5-thiadiazolidin-3-one 1,1-dioxide